7-(1-(2-fluoro-6-methylphenyl)piperidin-4-yl)-3-methyl-5-((3-(trifluoromethyl)pyrazin-2-yl)methyl)pyrido[2,3-b]pyrazin-6(5H)-one FC1=C(C(=CC=C1)C)N1CCC(CC1)C1=CC=2C(=NC(=CN2)C)N(C1=O)CC1=NC=CN=C1C(F)(F)F